4-(2'-(((S)-1-methylpyrrolidin-2-yl)methoxy)-6'-oxo-3,4,5',8'-tetrahydro-2H,6'H-Spiro[naphthalene-1,7'-pyrido[3,2-d]pyrimidin]-4'-yl)piperazine-1-carboxylic acid tert-butyl ester C(C)(C)(C)OC(=O)N1CCN(CC1)C=1C2=C(N=C(N1)OC[C@H]1N(CCC1)C)CC1(C(N2)=O)CCCC2=CC=CC=C21